[2,6-dimethoxy-4-[5-(1-methylpyrazol-4-yl)benzimidazol-1-yl]phenyl]-[3-hydroxy-3-(trifluoromethyl)azetidin-1-yl]methanone COC1=C(C(=CC(=C1)N1C=NC2=C1C=CC(=C2)C=2C=NN(C2)C)OC)C(=O)N2CC(C2)(C(F)(F)F)O